ClC1=C(C=C(C(=O)N2CC(C3(CN(C3)C(=O)OC(C)(C)C)CC2)(F)F)C=C1)N1C(NC(CC1)=O)=O Tert-butyl 7-[4-chloro-3-(2,4-dioxo-1,3-diazinan-1-yl)benzoyl]-5,5-difluoro-2,7-diazaspiro[3.5]nonane-2-carboxylate